BrC1=NC(=CC(=C1O)C)Br 2,6-dibromo-4-methylpyridin-3-ol